[Si](C)(C)(C(C)(C)C)OC(C(CO)(F)F)C1=CC=2N(C=C1F)C=NN2 3-[tert-butyl(dimethyl)silyl]oxy-2,2-difluoro-3-(6-fluoro-[1,2,4]triazolo[4,3-a]pyridin-7-yl)propan-1-ol